N-methoxy-N-methyl-2-[4-(trifluoromethyl)phenyl]acetamide CON(C(CC1=CC=C(C=C1)C(F)(F)F)=O)C